C(C)(C)(C)OC(=O)N([C@H](C(=O)O[C@@H](C(=O)OCC1=CC=CC=C1)C)CC(C)(C)C)C (2R)-1-(benzyloxy)-1-oxopropan-2-yl (2S)-2-[[(tert-butoxy) carbonyl] (methyl) amino]-4,4-dimethylpentanoate